C(#N)[C@H](CC1=CC=C(C=C1)C=1C=CC2=C(N(C(O2)=O)C)C1)NC(=O)[C@H]1OC[C@@H](CCNC1)OC |o1:27| (2S,7R*)-N-[(1S)-1-cyano-2-[4-(3-methyl-2-oxo-2,3-dihydro-1,3-benzoxazol-5-yl)phenyl]ethyl]-7-methoxy-1,4-oxazocane-2-carboxamide